methoxymethyl 4-((2-ethyl-4-hydroxy-3,6-dimethylbenzoyl)oxy)-2,3,5,6-tetramethylbenzoate C(C)C1=C(C(=O)OC2=C(C(=C(C(=O)OCOC)C(=C2C)C)C)C)C(=CC(=C1C)O)C